C(#N)C1=CN=C(N1)C(=O)NC=1C(=NC(=CC1)C1C(C(NC(C1([2H])[2H])(C([2H])([2H])[2H])C([2H])([2H])[2H])(C([2H])([2H])[2H])C([2H])([2H])[2H])([2H])[2H])C1=CCC(CC1)(C)C 5-Cyano-N-[2-(4,4-dimethylcyclohexen-1-yl)-6-[3,3,5,5-tetradeuterio-2,2,6,6-tetrakis(trideuteriomethyl)-4-piperidyl]-3-pyridyl]-1H-imidazole-2-carboxamide